C(C)N1N=CC=C1C1=CC=C(C=C1)[C@H](CO)NC([C@H]1NCC(C1)O)=O N-{(1R)-1-[4-(1-ethyl-1H-pyrazol-5-yl)phenyl]-2-hydroxyethyl}-4-hydroxy-L-prolinamide